COC1=CC=C(CN(C=2N=CN(C(C2C(=O)OC)=O)C2=C(C=C(C=C2C)COS(=O)(=O)C)C)CC2=CC=C(C=C2)OC)C=C1 methyl 4-(bis(4-methoxybenzyl)amino)-1-(2,6-dimethyl-4-(((methylsulfonyl)oxy)methyl)phenyl)-6-oxo-1,6-dihydropyrimidine-5-carboxylate